ClC1=CC=C(C(=N1)F)C(=O)OC methyl 6-chloro-2-fluoro-pyridine-3-carboxylate